N-{3-isothiocyanato-3-[3-(trifluoromethyl)phenyl]propyl}-N-methylacetamide N(=C=S)C(CCN(C(C)=O)C)C1=CC(=CC=C1)C(F)(F)F